FC1=C(C=CC(=C1F)C=1C(=NN(C1)CCOC)C)C1=CN=C2N1C=CN=C2NC2=CC(=C(C(=O)NCC1CC[N+](CC1)(C)C)C=C2)CC 4-[[3-[2,3-difluoro-4-[1-(2-methoxyethyl)-3-methyl-pyrazol-4-yl]phenyl]imidazo[1,2-a]pyrazin-8-yl]amino]-N-[(1,1-dimethylpiperidin-1-ium-4-yl)methyl]-2-ethyl-benzamide